6-ethoxy-2,2,4-trimethyl-1,2-dihydroazanaphthalene C(C)OC=1C=C2C(=CC(NC2=CC1)(C)C)C